C(C)OC(C)N1N=CC(=C1)C1=C(C(=NC=N1)NC(=S)NC(OCC)=O)OC ethyl N-({6-[1-(1-ethoxyethyl)-1H-pyrazol-4-yl]-5-methoxypyrimidin-4-yl}carbamothioyl)carbamate